The molecule is a nine-membered bis-lactone having methyl substituents at the 2- and 6-positions, an n-hexyl substituent at the 8-position, an acyloxy substituent at the 7-position and an aroylamido substituent at the 3-position. It is produced by Streptomyces bacteria and has found commercial use as a fish poison. It has a role as a mitochondrial respiratory-chain inhibitor and an antifungal agent. It is a macrodiolide, a member of formamides, a member of benzamides and a member of phenols. CCCCCC[C@@H]1[C@H]([C@@H](OC(=O)[C@H]([C@H](OC1=O)C)NC(=O)C2=C(C(=CC=C2)NC=O)O)C)OC(=O)CC(C)C